C(C1=CC=CC=C1)OC[C@@H]1CC(N(C1)[C@H](C)C1=CC=CC=C1)=O (R)-4-((benzyloxy)methyl)-1-((R)-1-phenylethyl)pyrrolidin-2-one